FC1=CC=C(C=C1)C1=C2C(=NC(=C1)NCC1CCOCC1)CN(C2)S(=O)(=O)C 4-(4-fluorophenyl)-6-(methylsulfonyl)-N-((tetrahydro-2H-pyran-4-yl)methyl)-6,7-dihydro-5H-pyrrolo[3,4-b]pyridin-2-amine